tert-butyl 4-{4-[(2,6-dioxopiperidin-3-yl)carbamoyl]-3-fluorophenyl}piperazine-1-carboxylate O=C1NC(CCC1NC(=O)C1=C(C=C(C=C1)N1CCN(CC1)C(=O)OC(C)(C)C)F)=O